OC(=O)C(F)(F)F.FC1=CC(=C(C=C1)NC=1C(=NC=NC1)N1CC2(C1)CN(C2)CC2CCOCC2)C=2C(=NOC2C(C)C)C N-(4-fluoro-2-(5-isopropyl-3-methylisoxazol-4-yl)phenyl)-4-(6-((tetrahydro-2H-pyran-4-yl)methyl)-2,6-diazaspiro[3.3]Heptane-2-yl)pyrimidin-5-amine TFA salt